S(=O)(=O)(ON1[C@@H]2CC[C@H](N(C1=O)C2)C(NC(=O)C2CN(C2)C(N)=N)=N)O (2S,5R)-2-(N-(1-carbamimidoylazetidine-3-carbonyl) carbamimidoyl)-7-oxo-1,6-diazabicyclo[3.2.1]octan-6-yl hydrogen sulfate